C(C)(=O)C=1C(NC2=CC=C(C=C2C1CCC1=CC=CC=C1)Cl)=O 3-acetyl-6-chloro-4-(2-phenylethyl)-1H-quinolin-2-one